COC1=C(C=CC(=N1)C=1C=NC=CC1)NC(=O)C=1C(=NOC1C)C1=CC=CC=C1 N-(6-methoxy-[2,3'-bipyridin]-5-yl)-5-methyl-3-phenylisoxazole-4-carboxamide